3-((Methylthio)methyl)aniline CSCC=1C=C(N)C=CC1